CCCCCCCCCC(CCCCCCCC=CCCCCCCCC)N heptacos-18-en-10-amine